3-(8-((2,6-dimethylbenzyl)amino)-2,3-dimethylimidazo[1,2-a]pyridin-6-yl)-1-ethyl-1-methylurea CC1=C(CNC=2C=3N(C=C(C2)NC(N(C)CC)=O)C(=C(N3)C)C)C(=CC=C1)C